2-(3,5-dichloro-4-hydroxyphenyl)-3,5-dioxo-4H-1,2,4-triazine-6-carbonitrile ClC=1C=C(C=C(C1O)Cl)N1N=C(C(NC1=O)=O)C#N